tert-butyl (6-(oxiran-2-yl)pyridazin-3-yl)carbamate O1C(C1)C1=CC=C(N=N1)NC(OC(C)(C)C)=O